N-[4-(cyanomethyl)-2,5-difluoro-phenyl]-6-(2,2-difluoroethyl)-7-keto-1H-pyrrolo[2,3-c]pyridine-3-sulfonamide C(#N)CC1=CC(=C(C=C1F)NS(=O)(=O)C1=CNC=2C(N(C=CC21)CC(F)F)=O)F